C(#C)C=1C=CC(=C(C1)NC=1C2=C(N=CN1)C=CC(=N2)N2CC(C2)NC(C=C)=O)F N-(1-(4-((5-ethynyl-2-fluorophenyl)amino)pyrido[3,2-d]pyrimidin-6-yl)azetidin-3-yl)acrylamide